2-hydroxy-4-((4-methoxybenzyl)oxy)benzoic acid methyl ester COC(C1=C(C=C(C=C1)OCC1=CC=C(C=C1)OC)O)=O